(E)-N-(7-oxo-7-(2-propylhydrazino)heptyl)-3-(pyridin-3-yl)acrylamide O=C(CCCCCCNC(\C=C\C=1C=NC=CC1)=O)NNCCC